(S)-(+)-2-(6-methoxy-2-naphthyl)propanol COC=1C=C2C=CC(=CC2=CC1)[C@@H](CO)C